FC1(CNCCC1NC(=O)C1=C(OC2=C1C=C(C=C2)OCC2=NC=CC=C2F)C)F N-(3,3-difluoropiperidin-4-yl)-5-((3-fluoropyridin-2-yl)methoxy)-2-methylbenzofuran-3-carboxamide